3-methylimidazo[1,5-a]pyrimidine-8-carboxylic acid lithium [Li].CC=1C=NC=2N(C1)C=NC2C(=O)O